dicarbonyl-nickel (0) C(=O)=[Ni]=C=O